[Si](C)(C)(C(C)(C)C)O[C@@H]1C[C@@H](N(C1)CC1=CN=C(S1)NC(C)=O)C N-[5-[[(2S,4R)-4-[tert-butyl(dimethyl)silyl]oxy-2-methyl-pyrrolidin-1-yl]methyl]thiazol-2-yl]acetamide